C[C@@H](CC(=O)OCC)CCCOC1=C(C=CC=C1)CN1C(=NC=C1C([2H])([2H])[2H])C=1C=NC(=CC1)C(F)(F)F ethyl (R)-3-methyl-6-(2-((5-(methyl-d3)-2-(6-(trifluoromethyl) pyridin-3-yl)-1H-imidazol-yl) methyl)phenoxy)hexanoate